C(C)(C)(C)OC(=O)\N=C/1\N(C(CC(N1)(CC)CC)=O)C([C@@H]1[C@H](C1)C(=O)OCC)C=1C=NC=CC1 (1S,2S)-ethyl 2-(((E)-2-((tert-butoxy carbonyl)imino)-4,4-diethyl-6-oxotetrahydropyrimidin-1(2H)-yl)(pyridin-3-yl)methyl)cyclopropanecarboxylate